C(C)(C)(C)OCC1=NC(=NO1)C=1C=CC=NC1 5-(5-tert-Butoxymethyl-[1,2,4]oxadiazol-3-yl)-pyridin